C(C1CO1)OCCC[Si](O[Si](O[Si](O[Si](O[Si](O[Si](O[Si](O[Si](O[Si](C)(C)C12CCC(CC1)C2)(C)C)(C)C)(C)C)(C)C)(C)C)(C)C)(C)C)(C)C 1-(3-glycidoxypropyl)-17-norbornanyl-1,1,3,3,5,5,7,7,9,9,11,11,13,13,15,15,17,17-octadecamethylnonasiloxane